5-(2-Amino-3-phenyl-propoxy)-2-methyl-N-[1-(1-naphthyl)cyclopropyl]benzamide NC(COC=1C=CC(=C(C(=O)NC2(CC2)C2=CC=CC3=CC=CC=C23)C1)C)CC1=CC=CC=C1